CNC(CC1=CC=CC=C1)C N,α-dimethylphenethylamine